trimethylolethane tri(oleate) C(CCCCCCC\C=C/CCCCCCCC)(=O)O.C(CCCCCCC\C=C/CCCCCCCC)(=O)O.C(CCCCCCC\C=C/CCCCCCCC)(=O)O.C(O)C(C)(CO)CO